1-acetyl-N-((1S)-1-(5-((4,5-dichloro-2,3-dihydro-1H-inden-2-yl)amino)pyridin-2-yl)-2,2,2-trifluoroethyl)-N-methylazetidine-3-carboxamide C(C)(=O)N1CC(C1)C(=O)N(C)[C@H](C(F)(F)F)C1=NC=C(C=C1)NC1CC2=CC=C(C(=C2C1)Cl)Cl